N-(4-(N-(3-methylbenzyl)sulfamoyl)phenyl)-2-(pyridin-4-yl)cyclopropane-1-carboxamide CC=1C=C(CNS(=O)(=O)C2=CC=C(C=C2)NC(=O)C2C(C2)C2=CC=NC=C2)C=CC1